COC1(CC1)COC=1C=C2NC=3C=CC(=CC3C(C2=CC1)(C)C)CN1CCNCC1 6-((1-methoxycyclopropyl)methoxy)-9,9-dimethyl-2-(piperazin-1-ylmethyl)-9,10-dihydroacridine